ClC=1C(=NC(=NC1)NC1CCOCC1)C1=CC=C2CN(C(C2=C1)=O)CC(=O)N[C@H]1[C@@H](C1)C 2-(6-{5-chloro-2-[(oxan-4-yl)amino]pyrimidin-4-yl}-1-oxo-2,3-dihydro-1H-isoindol-2-yl)-N-[(1R,2R)-2-methylcyclopropyl]-acetamide